CP(C1=C(SC(=C1P(C)C)C1=CC=CC=C1)C1=CC=CC=C1)C 3,4-bis(dimethylphosphino)-2,5-diphenylthiophene